(1S,2R,5R)-5-(4-amino-1H-pyrazolo[3,4-d]pyrimidin-1-yl)-3-(2-(2-amino-3-chloro-5-fluoroquinolin-7-yl)ethyl)cyclopent-3-ene-1,2-diol NC1=C2C(=NC=N1)N(N=C2)[C@@H]2C=C([C@H]([C@H]2O)O)CCC2=CC(=C1C=C(C(=NC1=C2)N)Cl)F